OC=1C=C2N=C3C=C(C(=CC3=NC2=CC1O)C)S(=O)(=O)O 7,8-Dihydroxy-2-methylphenazine-3-sulfonic acid